ClC=1C=NC(=C(C(=O)NC2(CCCCC2)CN2C(N(C3=C2C=CC=C3)C=3C=CC(=NC3)C(=O)NCC=3N=COC3)=O)C1)C 5-(3-(((1r,4r)-(5-chloro-2-methylnicotinamido)cyclohexyl)methyl)-2-oxo-2,3-dihydro-1H-benzo[d]imidazol-1-yl)-N-(oxazol-4-ylmethyl)picolinamide